(S)-7-ethynyl-6,7-dihydro-5H-pyrrolo[1,2-a]imidazol-7-ol C(#C)[C@]1(CCN2C1=NC=C2)O